(R)-2-(((S)-3-(5-chloro-2-fluorophenyl)-5-(piperidin-1-yl)pentyl)(methyl)amino)-2-(3-methyl-2-((1r,4R)-4-(trifluoromethoxy)-cyclohexyl)phenyl)acetic acid ClC=1C=CC(=C(C1)[C@H](CCN([C@@H](C(=O)O)C1=C(C(=CC=C1)C)C1CCC(CC1)OC(F)(F)F)C)CCN1CCCCC1)F